FC(C(=O)OC)(CCCCC(=O)OC)F dimethyl 2,2-difluoropimelate